[Na].ClC=1C=C(C=C(C1)Cl)O 3,5-dichlorohydroxyl-benzene sodium